ClC=1C2=CN(N=C2C=CC1C1=NNC2=NC(=CN=C21)N2C[C@H]1C([C@H]1C2)(C=2SC=C(N2)C)CN)C2CC2 ((1R,5S,6r)-3-(3-(4-chloro-2-cyclopropyl-2H-indazol-5-yl)-1H-pyrazolo[3,4-b]pyrazin-6-yl)-6-(4-methylthiazol-2-yl)-3-azabicyclo[3.1.0]hexan-6-yl)methanamine